2,5-bis(benzyloxy)-4-(ethoxycarbonyl)benzoic acid C(C1=CC=CC=C1)OC1=C(C(=O)O)C=C(C(=C1)C(=O)OCC)OCC1=CC=CC=C1